FC=1C=C(C=CC1)C1=CC(=CC=C1)CC1N(CC[C@@H]1[C@]1(OCCC1)C(=O)N)C(=O)C1(CCC1)O (2S,3S)-2-[(3'-fluoro[1,1'-biphenyl]-3-yl)methyl-1-(1-hydroxycyclobutane-1-carbonyl)pyrrolidin-3-yl]oxolane-2-carboxamide